isopropyl-3-formyl-2,4-dihydroxy-6-methylbenzoate C(C)(C)OC(C1=C(C(=C(C=C1C)O)C=O)O)=O